C(C)(C)(C)N1C=NC2=C1C=C(C=C2F)C2=NC(=NC=C2F)N[C@H]2[C@@H](CN(CC2)S(=O)(=O)C)O (3R,4R)-4-{[4-(tert-butyl-4-fluoro-1H-benzimidazol-6-yl)-5-fluoropyrimidin-2-yl]amino}-1-(methanesulfonyl)piperidin-3-ol